(dimethylamino)-N,N-dimethyl-(3H-[1,2,3]triazolo[4,5-b]pyridin-3-yloxy)methyleneammonium CN(C)C(ON1N=NC=2C1=NC=CC2)=[N+](C)C